FC=1C=C2C(=C(C(N(C2=CC1)C)=O)C1=C2CCCC2=C(C=C1)C[C@@H]1N=C([C@H](N=C1OC)C(C)C)OC)C 6-fluoro-3-(7-(((2S,5R)-5-isopropyl-3,6-dimethoxy-2,5-dihydropyrazin-2-yl)methyl)-2,3-dihydro-1H-inden-4-yl)-1,4-dimethylquinolin-2(1H)-one